C(C)OC(=O)C=1C(=NN(C1)CC)Cl 3-chloro-1-ethyl-1H-pyrazole-4-carboxylic acid ethyl ester